C(C)OC1=CC=C(C=C1)S(=O)(=O)Cl 4-ethoxybenzenesulfonyl chloride